5-[(4-Cyanopyridin-3-yl)sulfanyl]-2-methylbenzoic acid C(#N)C1=C(C=NC=C1)SC=1C=CC(=C(C(=O)O)C1)C